FC=1C=C2C(=NC1)N(C(N2)=O)C=2C=CC(=NC2)OC2=CC(=C(C#N)C=C2)C(C)C 4-[[5-(6-fluoro-2-oxo-1H-imidazo[4,5-b]pyridin-3-yl)-2-pyridinyl]oxy]-2-isopropyl-benzonitrile